NC=1C=CC2=C(C=CO2)C1C(CCl)=O 1-(5-aminobenzofuran-4-yl)-2-chloroethanone